diethyl 3,3,6,6-tetramethylcyclohex-4-ene-1,2-dicarboxylate CC1(C(C(C(C=C1)(C)C)C(=O)OCC)C(=O)OCC)C